boc-3-ethynyl-N-methylaniline C(=O)(OC(C)(C)C)N(C1=CC(=CC=C1)C#C)C